N[C@H]1C[C@H](N(CC1)C(=O)N1CC2(CCCC2)[C@@H](CC1)CN1C(C=C(C=C1)C1=C(C=CC=C1)OC)=O)C1=C(C=CC(=C1)F)F 1-(((R)-7-((2S,4R)-4-Amino-2-(2,5-difluorophenyl)piperidine-1-carbonyl)-7-azaspiro[4.5]decan-10-yl)methyl)-4-(2-methoxyphenyl)pyridin-2(1H)-one